C(CCCCCC)N(CCO)CCO N-Heptyl-diethanolamine